N-(3-Cyclopropyl-1-methyl-1H-pyrazol-5-yl)-2-((3-(2,6-dioxopiperidin-3-yl)-1-methyl-1H-indazol-6-yl)oxy)acetamide C1(CC1)C1=NN(C(=C1)NC(COC1=CC=C2C(=NN(C2=C1)C)C1C(NC(CC1)=O)=O)=O)C